C(C)(C)(C)[Si](CCCC1=CC=CC=C1)(C)C tert-butyldimethyl-(3-phenylpropyl)silane